[Cl-].C(CCCCCCC\C=C/CCCCCCCC)(=O)C([NH+](C)C)C(CCCCCCC\C=C/CCCCCCCC)=O dioleoyl-trimethylammonium chloride